FC1=CC=C(C=C1)N1CC(CC1=O)NC(CC1=C(C=CC=C1)C)=O N-[1-(4-fluorophenyl)-5-oxopyrrolidin-3-yl]-2-(2-methylphenyl)acetamid